FC1=CC(=C(OC2CC(C2)C(C)(C)O)C=C1)C1CCN(CC1)[C@@H]1COC2(CN(C2)C=2OC=CN2)C1 2-((1S,3R)-3-(4-fluoro-2-(1-((S)-2-(oxazol-2-yl)-5-oxa-2-azaspiro[3.4]octan-7-yl)piperidin-4-yl)phenoxy)cyclobutyl)propan-2-ol